2-[[6-[6-(3-cyclopropyl-1,2,4-triazol-1-yl)-2-azaspiro[3.3]heptane-2-carbonyl]-2,6-diazaspiro[3.3]heptan-2-yl]sulfonyl]benzoic acid C1(CC1)C1=NN(C=N1)C1CC2(CN(C2)C(=O)N2CC3(CN(C3)S(=O)(=O)C3=C(C(=O)O)C=CC=C3)C2)C1